methyl (1R,2S,5S)-3-[(2S)-2-[(3,3-difluorocyclobutanecarbonyl)amino]-3-methoxy-3-methyl-butanoyl]-6,6-dimethyl-3-azabicyclo[3.1.0]hexane-2-carboxylate FC1(CC(C1)C(=O)N[C@H](C(=O)N1[C@@H]([C@H]2C([C@H]2C1)(C)C)C(=O)OC)C(C)(C)OC)F